(3S,4S) and (3R,4R)-1-(4-((tert-butyldiphenylsilyl)oxy)tetrahydrofuran-3-yl)-4-iodopiperidine [Si](C1=CC=CC=C1)(C1=CC=CC=C1)(C(C)(C)C)O[C@H]1[C@H](COC1)N1CCC(CC1)I |r|